C1=CC=CC=2C3=CC=CC=C3C(C12)COC(=O)N([C@H](C(=O)O)CSC(C1=CC=CC=C1)(C1=CC=CC=C1)C1=CC=C(C=C1)OC)C (2R)-2-({[(9H-fluoren-9-yl)methoxy]carbonyl}(methyl)amino)-3-{[(4-methoxyphenyl)diphenylmethyl]sulfanyl}propanoic acid